4-chloro-3-trifluoromethylbenzylamine ClC1=C(C=C(CN)C=C1)C(F)(F)F